ClC1=C(C(=CC=C1)C)N1CSC2=C(C1=O)C=NC(=N2)NC=2C=C1CCNC(C1=CC2)(C)C 3-(2-Chloro-6-methylphenyl)-7-((1,1-dimethyl-1,2,3,4-tetrahydroisoquinolin-6-yl)amino)-2,3-dihydro-4H-pyrimido[5,4-e][1,3]thiazin-4-one